CC=1C=C(\C=N\NC=2N=C(C3=C(N2)C=CC=N3)N3CCOCC3)C=CC1 (E)-4-(2-(2-(3-methylbenzylidene)hydrazinyl)pyrido[3,2-d]pyrimidin-4-yl)morpholine